2-(6'-Chlorospiro[cyclopropane-1,3'-pyrrolo[3,2-c]pyridin]-1'(2'H)-yl)-5-methyl-4-(tetrahydrofuran-3-yl)thiazole ClC1=CC2=C(C=N1)C1(CN2C=2SC(=C(N2)C2COCC2)C)CC1